[Si](C1=CC=CC=C1)(C1=CC=CC=C1)(C(C)(C)C)OCCC(=O)Cl 3-((tert-butyldiphenylsilyl)oxy)propanoyl chloride